FC1(CC(C1)(C)CN1N=C2C(=CC=CC2=C1C(=O)NC1=CC(=NC=C1)S(=O)(=N)C)C(F)F)F 2-((3,3-difluoro-1-methylcyclobutyl)methyl)-7-(difluoromethyl)-N-(2-(S-methylsulfonimidoyl)pyridin-4-yl)-2H-indazole-3-carboxamide